(S)-5-((4-(3-((2-(1-hydroxyethyl)-1H-imidazol-1-yl)methyl)isoxazol-5-yl)phenyl)ethynyl)pyridinecarbonitrile O[C@@H](C)C=1N(C=CN1)CC1=NOC(=C1)C1=CC=C(C=C1)C#CC=1C=CC(=NC1)C#N